The molecule is an N-acyl-L-alanine resulting from the formal condensation of L-alanine with the carboxy group of benzoic acid. It has a role as a metabolite. It is a N-benzoylalanine and a N-acyl-L-alanine. C[C@@H](C(=O)O)NC(=O)C1=CC=CC=C1